5-(chloroethyl)-3-thienyl-1,3,4-oxadiazole ClCCC1=CC(=CS1)C=1OC=NN1